((1H-pyrrolo[2,3-b]pyridin-5-yl)methyl)-1-(5-(5-chloro-2-methoxypyridin-4-yl)-1H-pyrazole-3-carbonyl)piperidine-4-carboxamide N1C=CC=2C1=NC=C(C2)CC2N(CCC(C2)C(=O)N)C(=O)C2=NNC(=C2)C2=CC(=NC=C2Cl)OC